N-(2,2-difluoro-1,2,3,4-tetrahydrobenzo[4,5]imidazo[1,2-a]pyridin-6-yl)-4-(2-hydroxyethanesulfonylamino)-2-(6-azaspiro[2.5]octan-6-yl)benzamide FC1(CCC=2N(C1)C1=C(N2)C(=CC=C1)NC(C1=C(C=C(C=C1)NS(=O)(=O)CCO)N1CCC2(CC2)CC1)=O)F